N=1C=CN2C1N=CC(=C2)C2=CNC=1N=C(N=CC12)NC1=CC=NC=C1 5-(imidazo[1,2-a]pyrimidin-6-yl)-N-(pyridin-4-yl)-7H-pyrrolo[2,3-d]pyrimidin-2-amine